N1CC(CCC1)COC1=CC=NC2=CC(=C(C=C12)OC(C)C)C(=O)N 4-(piperidin-3-ylmethoxy)-6-(prop-2-yloxy)quinoline-7-carboxamide